C(CCC(=O)O)(=O)N[C@@H](C)C(=O)N[C@@H](C)C(=O)N[C@@H](C(C)C)C(=O)N[C@@H](C)C(=O)O Succinyl-L-alanyl-L-alanyl-L-valyl-L-alanine